(Z)-S-(2-(N-((4-amino-2-methylpyrimidin-5-yl)methyl) formamido)-5-(phosphonooxy)pent-2-en-3-yl) furan-3-carbothioate O1C=C(C=C1)C(S\C(=C(\C)/N(C=O)CC=1C(=NC(=NC1)C)N)\CCOP(=O)(O)O)=O